2-imino-3-(2-((2,2,2-trifluoroethoxy)methyl)phenyl)thiazolidin-4-one N=C1SCC(N1C1=C(C=CC=C1)COCC(F)(F)F)=O